ClC=1C=NC=C(C1CN1C[C@](CC1)(CCC1=CC=C(C=C1)F)COCC)Cl |o1:10| (R or S)-3,5-dichloro-4-((3-(ethoxymethyl)-3-(4-fluoro-phenethyl)pyrrolidin-1-yl)methyl)pyridine